C1NCCC2=CC=C(C=C12)OC1=C2CCC(NC2=NC=C1)=O 5-(1,2,3,4-tetrahydroisoquinolin-7-yloxy)-3,4-dihydro-1H-1,8-naphthyridin-2-one